OB1OCC2=C1C(=C(C=C2)C(=O)N[C@@H](C(C)C)C(=O)OCC2=CC=C(C=C2)NS(=O)(=O)C)C 4-(Methylsulfonamido)benzyl (1-hydroxy-7-methyl-1,3-dihydrobenzo[c][1,2]oxaborole-6-carbonyl)-L-valinate